iron (III) tris(octylethylphosphinate) C(CCCCCCC)P([O-])(=O)CC.C(CCCCCCC)P([O-])(=O)CC.C(CCCCCCC)P([O-])(=O)CC.[Fe+3]